[Pd](Cl)Cl.C(CCC)P(C1CCCC1)CCCC dibutyl-(cyclopentyl)phosphine palladium dichloride